Methyl (2R)-2-[[(tert-butoxy)carbonyl]amino]-3-[5-(trifluoromethyl)pyridin-2-yl]propanoate C(C)(C)(C)OC(=O)N[C@@H](C(=O)OC)CC1=NC=C(C=C1)C(F)(F)F